C(#N)C=1N=C(N(C1)COCC[Si](C)(C)C)C(=O)[O-].[K+].C(C=CCCC)C1C(CCC1)O 2-(2-hexen-1-yl)cyclopentanol potassium 4-cyano-1-(2-trimethylsilylethoxymethyl)imidazole-2-carboxylate